N-benzyl-(9Z,12Z,15Z)-octadecatrieneamide C(C1=CC=CC=C1)NC(C=CC=CC=CCCCCCCCCCCC)=O